N-(5-cyano-4-((2-methoxyethyl)amino)pyridin-2-yl)-4-(1-methyl-1H-pyrazole-4-carboxamido)-7-formyl-3,4-dihydro-2,4-methylene-1,8-naphthyridine-1(2H)-carboxamide C(#N)C=1C(=CC(=NC1)NC(=O)N1C2CC(C3=CC=C(N=C13)C=O)(C2)NC(=O)C=2C=NN(C2)C)NCCOC